4-(bromomethyl)-3,3-dimethyl-piperidine-1-carboxylic acid tert-butyl ester C(C)(C)(C)OC(=O)N1CC(C(CC1)CBr)(C)C